COC=1C=C2C(=NC(=NC2=CC1OCCCN1CCCC1)N1CCN(CCC1)C)NC1COCCC1 6-methoxy-2-(4-methyl-1,4-diazepan-1-yl)-7-(3-(pyrrolidin-1-yl)propoxy)-N-(tetrahydro-2H-pyran-3-yl)quinazolin-4-amine